C(C1=CC=CC=C1)OCN1C(N(C=CC1=O)[C@H]1[C@@H]([C@@H](C(O1)OCP(=O)(OCC)OCC)OC(C1=CC=CC=C1)=O)OC([2H])([2H])[2H])=O (3S,4R,5R)-5-(3-((Benzyloxy)methyl)-2,4-dioxo-3,4-dihydropyrimidin-1(2H)-yl)-2-((diethoxyphosphoryl)methoxy)-4-(methoxy-d3)tetrahydrofuran-3-ylbenzoate